O1C2(CC1)CNC2 azetidine-3-spiro-oxetane